ClC1=CC=2N(C=C1)C=NC2CC(=O)NC=2C(=NC=NC2)NCC=2N=C1N(C=C(C=C1CO)C1CC1)C2 2-(7-chloroimidazo[1,5-a]pyridin-1-yl)-N-(4-(((6-cyclopropyl-8-(hydroxymethyl)imidazo[1,2-a]pyridin-2-yl)methyl)amino)pyrimidin-5-yl)acetamide